tert-butyl (S)-(1-(5-chloro-2-ethoxybenzyl)piperidin-3-yl)carbamate ClC=1C=CC(=C(CN2C[C@H](CCC2)NC(OC(C)(C)C)=O)C1)OCC